6-azaspiro[2.5]octane-1-methylamine C1(CC12CCNCC2)CN